1-(6-methylbenzoyl-9-ethylcarbazol-3-yl)-(3-cyclopentyl)-propane-1,2-dione-2-oxime benzoate C(C1=CC=CC=C1)(=O)O.CC1=CC=CC=C1C(=O)C1=CC(=CC=2C3=CC=CC=C3N(C12)CC)C(C(CC1CCCC1)=NO)=O